C([O-])([O-])=O.[Zr+4].[K+] potassium zirconium carbonate